1,2-bis-isopropylamino-3-(1-naphthyloxy)-2-propanol C(C)(C)NCC(COC1=CC=CC2=CC=CC=C12)(O)NC(C)C